B(O)(O)O.C(C(=C)C)(=O)O.C(C(=C)C)(=O)O.C(C(=C)C)(=O)O tri(methacrylic acid) borate